COC(C(CC=1C=NN(C1)C)NC(=O)OC(C)(C)C)=O 2-((tert-Butoxycarbonyl)amino)-3-(1-methyl-1H-pyrazol-4-yl)propanoic acid methyl ester